NCC1CCC(CC1)C(=O)N[C@H](CC1=CSC2=C1C=C(C=C2)Cl)C(=O)NCCCC[C@H](NC(N[C@@H](CCC(=O)O)C(=O)O)=O)C(=O)O N6-{N-[(1r,4S)-4-(aminomethyl)cyclohexane-1-carbonyl]-3-(5-chloro-1-benzothiophen-3-yl)-D-alanyl}-N2-{[(1S)-1,3-dicarboxypropyl]carbamoyl}-L-lysine